[Na+].C(C)(=O)[O-].C(C)(=O)[O-].C(C)(=O)[O-].[Na+].[Na+] triacetic acid sodium salt